2-(5-Methyl-2-(1'-methyl-3H-spiro[benzofuran-2,4'-piperidin]-6-yl)piperidin-1-yl)-2-oxoacetic acid methyl ester COC(C(=O)N1C(CCC(C1)C)C1=CC2=C(CC3(CCN(CC3)C)O2)C=C1)=O